C(C)(=O)N1CCC(CC1)COC1=CC(=C2C(NC(=NC2=C1)CSC1CCN(CC1)CC(=O)NC1=C2C(N(C(C2=CC=C1)=O)C1C(NC(CC1)=O)=O)=O)=O)F 2-(4-(((7-((1-acetylpiperidin-4-yl)methoxy)-5-fluoro-4-oxo-3,4-dihydroquinazolin-2-yl)methyl)thio)piperidin-1-yl)-N-(2-(2,6-dioxopiperidin-3-yl)-1,3-dioxoisoindolin-4-yl)acetamide